8-((2S,SR)-4-(5,7-Difluorochinolin-4-yl)-2,5-dimethylpiperazin-1-yl)-5-methyl-6-oxo-5,6-dihydro-1,5-naphthyridin-2-carbonitril FC1=C2C(=CC=NC2=CC(=C1)F)N1C[C@@H](N(C[C@@H]1C)C1=CC(N(C=2C=CC(=NC12)C#N)C)=O)C |&1:17|